N-{[(2S)-4-(5-{[2-methyl-6-(trifluoromethyl)phenyl]methoxy}pyrimidin-2-yl)morpholin-2-yl]methyl}acetamide CC1=C(C(=CC=C1)C(F)(F)F)COC=1C=NC(=NC1)N1C[C@@H](OCC1)CNC(C)=O